N1CC(C1)N1C=C(C2=CC(=CC=C12)F)C 1-(azetidin-3-yl)-5-fluoro-3-methyl-1H-indole